O1[C@@H]2[C@H](N(CC1)C(=O)OCC1=CC=CC=C1)CN(C2)C(=O)OC(C)(C)C |o1:1,2| (4aR*,7aS*)-4-benzyl 6-tert-butyl hexahydropyrrolo[3,4-b][1,4]oxazine-4,6-dicarboxylate